n-Propyl Vinyl Ether CCCOC=C